1-(3-(5-methoxy-2-morpholino-6-(pyridin-3-ylamino)pyrimidin-4-yl)phenyl)pyrrolidin-2-one COC=1C(=NC(=NC1NC=1C=NC=CC1)N1CCOCC1)C=1C=C(C=CC1)N1C(CCC1)=O